OC1=CC=NC2=C3N=CC=C(C3=CC=C12)O 4,7-dihydroxyphenanthroline